(R)-N-((R)-8-(5-((1H-indazol-4-yl)thio)-1-methyl-6-carbonyl-1,6-dihydropyrimidin-2-yl)-8-azaspiro[4.5]decan-1-yl)-2-methylpropane-2-sulfinamide N1N=CC2=C(C=CC=C12)SC1=CN=C(N(C1=C=O)C)N1CCC2(CCC[C@H]2N[S@](=O)C(C)(C)C)CC1